C(CCC)NCCCCCS(=O)(=O)O 5-(butylamino)pentanesulfonic acid